C(C1=CC=CC=C1)N1CCC(CC1)CCNC(=O)N1[C@@H](CN(CC1)C=1SC(=CC1)C#N)C (2R)-N-[2-(1-benzylpiperidin-4-yl)ethyl]-4-(5-cyanothiophen-2-yl)-2-methylpiperazine-1-carboxamide